COC1=CC=C(C=C1)C1=CC2=C(N=C(N=C2)NCC(F)(F)F)NC1=O 6-(4-methoxyphenyl)-2-(2,2,2-trifluoroethylamino)pyrido[2,3-d]pyrimidin-7(8H)-one